3-(1-azido-ethyl)-quinoline N(=[N+]=[N-])C(C)C=1C=NC2=CC=CC=C2C1